[Si](C)(C)(C(C)(C)C)OC1=CC=C(C=C1)CO (4-((tert-butyldimethylsilyl)oxy)phenyl)methanol